6-[(2S)-2-aminopropyl]-4-(2-furylmethylamino)-7-methyl-thieno[3,2-d]pyrimidine-2-carboxamide N[C@H](CC1=C(C=2N=C(N=C(C2S1)NCC=1OC=CC1)C(=O)N)C)C